ClC=1C(=C(C#N)C=C(C1)C(C)(C)C1=CC=C(C=C1)C=1C=NC(=NC1)SC)OCCCl 3-chloro-2-(2-chloroethoxy)-5-(2-(4-(2-(methylthio)pyrimidin-5-yl)phenyl)propan-2-yl)benzonitrile